C(C=C)C1C(NC2=CC=CC=C12)=O 3-allyl-2-indolinone